CC1=C(NC(=C1[N+](=O)[O-])C)\C=C\1/C(NC2=CC=C(C=C12)C(=O)NC1(COC1)C1=CC=CC=C1)=O (Z)-3-((3,5-dimethyl-4-nitro-1H-pyrrol-2-yl)methylene)-2-oxo-N-(3-phenyloxetan-3-yl)indoline-5-carboxamide